diphenylphosphino-2-amino-1,1'-biphenyl C1(=CC=CC=C1)P(C1=CC=CC=C1)C=1C(=C(C=CC1)C1=CC=CC=C1)N